tert-butyl (4-(7-((3-(piperidin-1-yl)propyl)carbamoyl)benzo[d]imidazo[2,1-b]thiazol-2-yl)-3-(trifluoromethyl)benzyl)carbamate N1(CCCCC1)CCCNC(=O)C1=CC2=C(N3C(S2)=NC(=C3)C3=C(C=C(CNC(OC(C)(C)C)=O)C=C3)C(F)(F)F)C=C1